CN(C1(CCC2(CN(C(N2)=O)C=2C=NC(=CC2)S(=O)(=O)C)CC1)C1=CC=CC=C1)C cis-8-dimethylamino-3-(6-methylsulfonyl-pyridin-3-yl)-8-phenyl-1,3-diazaspiro[4.5]decan-2-one